N-(4-(3-(3,5-dimethylisoxazol-4-yl)-5-(2-methoxyacetamido)phenoxy)-3,5-dimethylphenyl)-3-(1H-imidazol-1-yl)propanamide CC1=NOC(=C1C=1C=C(OC2=C(C=C(C=C2C)NC(CCN2C=NC=C2)=O)C)C=C(C1)NC(COC)=O)C